CC([C@@H](CCO)O)C (3R)-4-methylpentane-1,3-diol